2,2'-[9H-fluorene-2,7-diylbis(oxyethane-2,1-diyloxy[1,1'-binaphthalene]-2',2-diyloxy)]di(ethan-1-ol) C1=C(C=CC=2C3=CC=C(C=C3CC12)OCCOC1=C(C2=CC=CC=C2C=C1)C1=C(C=CC2=CC=CC=C12)OCCO)OCCOC1=C(C2=CC=CC=C2C=C1)C1=C(C=CC2=CC=CC=C12)OCCO